ClC1=NC=C(C(=N1)NC=1C=CC=C2CN(C(C12)=O)CCF)C 7-((2-chloro-5-methylpyrimidin-4-yl)amino)-2-(2-fluoroethyl)isoindolin-1-one